CN1N=C(C=C1C)NC1=NC=C(C(=N1)C1=CNC2=C(C=CC=C12)NC(CN1C[C@H](CC1)C(=O)N1CCSCC1)=O)C (S)-N-(3-(2-((1,5-dimethyl-1H-pyrazol-3-yl)amino)-5-methylpyrimidin-4-yl)-1H-indol-7-yl)-2-(3-(thiomorpholine-4-carbonyl)pyrrolidin-1-yl)acetamide